C(C)(C)(C)O[C@H](C(=O)OCC=1OC(OC1C)=O)C=1C(=C2C(=NC1C)N(C(=C2C)C)CC=2C=NN(C2)C)C2=CC=C(C=C2)Cl (5-Methyl-2-oxo-1,3-dioxol-4-yl)methyl (S)-2-(tert-butoxy)-2-(4-(4-chlorophenyl)-2,3,6-trimethyl-1-((1-methyl-1H-pyrazol-4-yl)methyl)-1H-pyrrolo[2,3-b]pyridin-5-yl)acetate